ClC1=CC(=C(C(=O)NC(NCC2=NN(C=C2)COCC[Si](C)(C)C)=O)C=C1)F 4-Chloro-2-fluoro-N-(((1-((2-(trimethylsilyl)ethoxy)methyl)-1H-pyrazol-3-yl)methyl)carbamoyl)benzamide